COCCCN1CC2=C(N=C(N=C2)C)C2(C1=O)CNC2 6'-(3-methoxypropyl)-2'-methyl-5',6'-dihydro-7'H-spiro[azetidine-3,8'-pyrido[4,3-d]pyrimidin]-7'-one